C(#N)CC1(CN(C1)C(=O)OC(C)(C)C)N1N=CC(=C1)NC1=C2C(=NC=C1[N+](=O)[O-])N(C=C2)S(=O)(=O)C2=CC=CC=C2 tert-butyl 3-(cyanomethyl)-3-(4-((5-nitro-1-(benzenesulfonyl)-1H-pyrrolo[2,3-b]pyridine-4-yl)amino)-1H-pyrazol-1-yl)azetidine-1-carboxylate